ClC1=C(C=CC=C1)C=1N(C2=NC(=NC(=C2N1)N1CCC(CC1)(C(=O)N)C)NCC1=C(C=C(C=C1)OC)OC)C1=CC=C(C=C1)Cl 1-[8-(2-chlorophenyl)-9-(4-chlorophenyl)-2-[(2,4-dimethoxyphenyl)methylamino]purin-6-yl]-4-methyl-piperidine-4-carboxamide